CC(C)(C1CNCCO1)C(=O)C2=CC=C(C=C2)SC 2-methyl-1-(4-methylthiophenyl)-2-morpholinyl-1-propanone